NC1=CC=C(C[C@H](N)C(=O)O)C=C1 (4-Amino)phenylalanine